5-bromo-2-(diethoxyphosphorylmethyl)benzonitrile BrC=1C=CC(=C(C#N)C1)CP(=O)(OCC)OCC